methyl 2-(2-iodo-4-nitrophenyl)propanoate IC1=C(C=CC(=C1)[N+](=O)[O-])C(C(=O)OC)C